C(C)(C)(C)OC(=O)NCCCOC1=NN(C=C1C=1C=C/2C(=CN1)NC(\C2=C/C=2NC=CC2C(=O)OC)=O)C(=O)OC(C)(C)C tert-butyl 3-[3-(tert-butoxycarbonylamino)propoxy]-4-[(3Z)-3-[(3-methoxycarbonyl-1H-pyrrol-2-yl)methylene]-2-oxo-1H-pyrrolo[2,3-c]pyridin-5-yl]pyrazole-1-carboxylate